2-(3-(3-(1-(2-chloro-4-fluorophenyl)cyclopropyl)-1,2,4-oxadiazol-5-yl)-5-(difluoromethyl)-1H-pyrazol-1-yl)-1-(piperazin-1-yl)ethan-1-one ClC1=C(C=CC(=C1)F)C1(CC1)C1=NOC(=N1)C1=NN(C(=C1)C(F)F)CC(=O)N1CCNCC1